OC1=CC=C(C=C1)C=CC(=O)C1=CC=C(C=C1)OC(F)(F)F 3-(4-Hydroxyphenyl)-1-[4-(trifluoromethoxy)phenyl]prop-2-en-1-one